C(C=C)(=O)N1C[C@@H](CC1)N1C(N(C=2C=NC=CC21)C2=CC=C(C=C2)NC(C2=CC(=C(C=C2)OC)C(F)(F)F)=O)=O (R)-N-(4-(1-(1-acryloylpyrrolidin-3-yl)-2-oxo-1H-imidazo[4,5-c]pyridin-3(2H)-yl)phenyl)-4-methoxy-3-(trifluoromethyl)benzamide